(S)-2-(1-Cyclopropyl-3,4-dimethyl-7-oxo-1,7-dihydro-6H-pyrazolo[3,4-d]pyridazin-6-yl)-N-(1-(5-(trifluoromethyl)pyridin-2-yl)ethyl)acetamid C1(CC1)N1N=C(C2=C1C(N(N=C2C)CC(=O)N[C@@H](C)C2=NC=C(C=C2)C(F)(F)F)=O)C